Benzoyl-3'-O-(azidomethyl)-2'-deoxyadenosine C(C1=CC=CC=C1)(=O)[C@@]1(C[C@H](OCN=[N+]=[N-])[C@@H](CO)O1)N1C=NC=2C(N)=NC=NC12